4-(6-(4-aminopiperidin-1-yl)-3-(4-chloro-3-hydroxy-phenyl)-4-hydroxy-pyridin-2-yl)-2-fluorobenzonitrile NC1CCN(CC1)C1=CC(=C(C(=N1)C1=CC(=C(C#N)C=C1)F)C1=CC(=C(C=C1)Cl)O)O